N-((5-fluoro-2,3-dihydrobenzofuran-4-yl)methyl)-8-(2-methyl-6-(trifluoromethyl)pyridin-3-yl)-1-(methylsulfonyl)imidazo[1,5-c]pyrimidin-5-amine FC=1C=CC2=C(CCO2)C1CNC1=NC=C(C=2N1C=NC2S(=O)(=O)C)C=2C(=NC(=CC2)C(F)(F)F)C